OC1=C(C=C(C(=C1)O)C1=C(C=CC=C1)C)C1=C(C(=NO1)C(=O)NCC)C1=CC=C(C=C1)CN1CCOCC1 (4,6-dihydroxy-2'-methyl-[1,1'-biphenyl]-3-yl)-N-ethyl-4-(4-(morpholinomethyl)phenyl)isoxazole-3-carboxamide